4-(4-methoxy-4-methylpiperidin-1-yl)-6-(2-methoxyethoxy)-2-oxo-1,2-dihydroquinoline-3-carbonitrile COC1(CCN(CC1)C1=C(C(NC2=CC=C(C=C12)OCCOC)=O)C#N)C